2-[2-(2,6-dioxo-3-piperidyl)-1-oxo-isoindolin-5-yl]-2-azaspiro[3.5]nonane-7-carbaldehyde O=C1NC(CCC1N1C(C2=CC=C(C=C2C1)N1CC2(C1)CCC(CC2)C=O)=O)=O